[Cl-].[Ca+2].[Ca+2].[Cl-].[Cl-].[Cl-] calcium Calcium chloride